F[P-](F)(F)(F)(F)F.S1C(=CC=C1)C1=CC=C(C=C1)[S+](C1=CC=CC=C1)C1=CC=CC=C1 4-(thiophenyl)phenyl-diphenyl-sulfonium hexafluorophosphate